C1C(CC2=CC=CC=C12)NC1=NC=C(C=N1)C(=O)OCC Ethyl 2-((2,3-dihydro-1H-inden-2-yl)amino)pyrimidine-5-carboxylate